(2S)-2-methyl-4-oxohexahydropyridine-1-carboxylic acid tert-butyl ester C(C)(C)(C)OC(=O)N1[C@H](CC(CC1)=O)C